4-amino-N-(4-chlorophenyl)-3-methylbenzamide NC1=C(C=C(C(=O)NC2=CC=C(C=C2)Cl)C=C1)C